N-(1H-indol-6-ylmethyl)pyrido[2,3-b]pyrazin-3-amine N1C=CC2=CC=C(C=C12)CNC1=CN=C2C(=N1)N=CC=C2